FC1=C(C=CC=C1)C1=NC(=NC2=C1CN=CC1=C2C=CC=C1)N (2-fluorophenyl)-5H-pyrimido[5,4-d][2]benzazepin-2-amine